8-methoxyquinoline-6-carboxylate COC=1C=C(C=C2C=CC=NC12)C(=O)[O-]